CC(C)CN(CC(C)C)C=O N,N-diisobutylformamide